tert-butyl N-[(3-exo)-8-[3-(4-cyano-3-fluorophenyl)-4-(1-methylindol-5-yl)benzoyl]-8-azabicyclo[3.2.1]octan-3-yl]carbamate C(#N)C1=C(C=C(C=C1)C=1C=C(C(=O)N2C3CC(CC2CC3)NC(OC(C)(C)C)=O)C=CC1C=1C=C3C=CN(C3=CC1)C)F